C1(=CC=CC=C1)C1COC2(O1)CCCNCC2 3-Phenyl-1,4-dioxa-9-azaspiro[4.6]undecane